2-(3-Methoxyphenyl)-5,7-dimethyl-6-phenyl-2,6-dihydro-1H-pyrrolo[3,4-d]pyridazin-1-one COC=1C=C(C=CC1)N1N=CC=2C(C1=O)=C(N(C2C)C2=CC=CC=C2)C